3-[[4-methyl-3-(trifluoromethyl)phenyl]methoxy]azetidine CC1=C(C=C(C=C1)COC1CNC1)C(F)(F)F